BrC1=CC=C(C=C1)C1(COC1)O 3-(4-bromophenyl)oxetan-3-ol